C(C)C=1C(=C(C(=O)O)C(=C(C1)C)C)C 3-ethyl-2,5,6-trimethylbenzoic acid